ClC1=CC(=C2C=CNC2=C1)NC(OC(C)(C)C)=O tert-butyl N-(6-chloro-1H-indol-4-yl)carbamate